1-(benzo[d]thiazol-2-ylmethyl)piperidin S1C(=NC2=C1C=CC=C2)CN2CCCCC2